2-methyl-N-(benzenesulfonyl)propanamide tert-butyl-(3R,4S)-4-{[5-chloro-7-(1-ethylcyclobutyl)imidazo[4,3-f][1,2,4]triazin-2-yl]amino}-3-fluoropiperidine-1-carboxylate C(C)(C)(C)OC(=O)N1C[C@H]([C@H](CC1)NC1=NN2C(C=N1)=C(N=C2C2(CCC2)CC)Cl)F.CC(C(=O)NS(=O)(=O)C2=CC=CC=C2)C